O=C1NC(CCC1N1C(C2=CC=CC(=C2C1)OCCCN1[C@@H](CCC1)C(=O)N(CC)CC)=O)=O (2S)-1-(3-((2-(2,6-dioxopiperidin-3-yl)-1-oxoisoindol-4-yl)oxy)propyl)-N,N-diethylpyrrolidine-2-carboxamide